2-(4-ethoxyphenyl)-3-iodo-1H-pyrrolo[2,3-b]pyridine C(C)OC1=CC=C(C=C1)C1=C(C=2C(=NC=CC2)N1)I